6-(4-fluorostyryl)-2-hydroxy-3-(3-methylbut-2-en-1-yl)-4-((tetrahydro-2H-pyran-4-yl)oxy)benzoic acid FC1=CC=C(C=CC2=CC(=C(C(=C2C(=O)O)O)CC=C(C)C)OC2CCOCC2)C=C1